ethyl 2-amino-6-[tert-butoxycarbonyl(methyl)amino]-4,5,6,7-tetrahydrobenzothiophene-3-carboxylate NC=1SC2=C(C1C(=O)OCC)CCC(C2)N(C)C(=O)OC(C)(C)C